CBCBBBBBB 1,3-dicarbanonaborane